FC(OC1=CC2=C(N=C(O2)C=2C(=C(C=CC2)C2=CC=CC=C2)C)C=C1CN[C@@H](C(=O)O)CC)F (R)-2-(((6-(difluoromethoxy)-2-(2-methyl-[1,1'-biphenyl]-3-yl)benzo[d]oxazol-5-yl)methyl)amino)butanoic acid